COC(=O)C1(C(C(=NN1C1=C(C=C(C=C1)F)F)C1=CC=C(C=C1)F)C=1OC=CC1)C 1-(2,4-difluorophenyl)-3-(4-fluorophenyl)-4-(furan-2-yl)-5-methyl-4,5-dihydro-1H-pyrazole-5-carboxylic acid methyl ester